C(C)(C)(C)C=1C=C(C=CC1)C=1N(C2=CC=C(C=C2C1)CC(=O)OCC)C(=O)OC(C)(C)C tert-butyl 2-(3-(tert-butyl)phenyl)-5-(2-ethoxy-2-oxoethyl)-1H-indole-1-carboxylate